N-(3-fluoro-2-(4-methylpiperazin-1-yl)phenyl)-4-hydroxy-1-isobutyl-2-oxo-1,2-dihydroquinoline-3-carboxamide hydrochloride Cl.FC=1C(=C(C=CC1)NC(=O)C=1C(N(C2=CC=CC=C2C1O)CC(C)C)=O)N1CCN(CC1)C